[Co].BrC=1C2=CC=C(N2)C(=C2C=CC(C(=C3C=CC(=C(C=4C=CC1N4)C4=CC=CC=C4)N3)C3=CC=CC=C3)=N2)C2=CC=CC=C2 5-bromo-10,15,20-triphenylporphyrin cobalt